C(C)OC(=O)C1=CC(=NN1COCC[Si](C)(C)C)C(CC=C)O 3-(1-hydroxybut-3-en-1-yl)-1-((2-(trimethylsilyl)ethoxy)methyl)-1H-pyrazole-5-carboxylic acid ethyl ester